4-bromomethyl-benzyl-triphenylphosphine bromide [Br-].BrCC1=CC=C(CC2=C(C=CC=C2)P(C2=CC=CC=C2)C2=CC=CC=C2)C=C1